OC1=C(C=C(C=C1Cl)C(=O)C1=CC(=C(C(=C1)Cl)O)Cl)Cl bis(4-hydroxy-3,5-dichlorophenyl) ketone